C(CCCCCCCCC)[SiH](C1=CC=C(C=C1)[Si](C)(C)C)C decylmethyl-(4-trimethylsilylphenyl)silane